NC1=NC2=CC=C(C=C2C=C1Br)C(=O)N(CC1=NC=C(C=C1)C(F)(F)F)C1C(OCC1)C1CC1 2-amino-3-bromo-N-(2-cyclopropyltetrahydrofuran-3-yl)-N-((5-(trifluoromethyl)pyridin-2-yl)methyl)quinoline-6-carboxamide